Glycinyl-Proline NCC(=O)N1[C@@H](CCC1)C(=O)O